ClC=1C(=NC(=NC1)N1C[C@@H]2N(CC1)CCC2)NC2=CC=1C3=C(C(N(C1C=C2)C)=O)OCC([C@@H](N3)C3CC3)(F)F (S)-10-((5-Chloro-2-((R)-hexahydropyrrolo[1,2-a]pyrazin-2(1H)-yl)pyrimidin-4-yl)amino)-2-cyclopropyl-3,3-difluoro-7-methyl-1,2,3,4-tetrahydro-[1,4]oxazepino[2,3-c]chinolin-6(7H)-on